1-(2,2,2-TRIFLUOROETHYL)-1H-PYRAZOLE-5-BORONIC ACID FC(CN1N=CC=C1B(O)O)(F)F